C1(=C(C=CC=C1)OB(O)O)C1=CC=CC=C1 biphenyl-2-yl-boric acid